C=CC=CCC=CC=CCCCC=O trideca-1,3,6,8-tetraen-13-one